4-propyl-5-(4-pyridyl)-oxazolone C(CC)C=1NC(OC1C1=CC=NC=C1)=O